4-(4-((1-(4-Fluorobenzyl)azetidin-3-yl)sulfonyl)-3,4-dihydro-2H-pyrido[4,3-b][1,4]oxazin-8-yl)benzonitrile FC1=CC=C(CN2CC(C2)S(=O)(=O)N2C3=C(OCC2)C(=CN=C3)C3=CC=C(C#N)C=C3)C=C1